(2R)-2-({[(4-bromophenyl)amino]carbonyl}amino)-3-phenylpropanoic acid BrC1=CC=C(C=C1)NC(=O)N[C@@H](C(=O)O)CC1=CC=CC=C1